Cl.CNC1CC2=C(C=C(S2)C#N)CC1 6-(methylamino)-4,5,6,7-tetrahydrobenzothiophene-2-carbonitrile hydrochloride